C(CC)N1CCN(CC1)C(=O)C1=C(C=C(C=C1)NC(=O)C1CC1)C1=NC=CC=C1 N-[4-[(4-propyl-1-piperazinyl)carbonyl]-3-(2-pyridinyl)phenyl]cyclopropanecarboxamide